COC1=C(C=C(C=C1OC)Br)S(=O)(=O)N 2,3-dimethoxy-5-bromobenzenesulfonamide